stannum bromide [Sn](Br)(Br)(Br)Br